diglycine potassium [K].NCC(=O)O.NCC(=O)O